C(#N)C=1C=NN2C1C(=CC(=C2)OCC)C=2C=CC(=NC2)N2C[C@@H]([C@H](CC2)NC(OC(C)C)=O)O isopropyl ((3S,4S)-1-(5-(3-cyano-6-ethoxypyrazolo[1,5-a]pyridin-4-yl)pyridin-2-yl)-3-hydroxypiperidin-4-yl)carbamate